C1=CC=CC=2C3=CC=CC=C3C(C12)COC(=O)N[C@H](C(=O)O)CCCC (2S)-2-(9H-fluoren-9-ylmethoxycarbonylamino)hexanoic acid